C(C1=CC=CC=C1)OC(N[C@@H]1[C@H](NC([C@H]1C)=O)C1=CC=C(C=C1)OC)=O |r| (rac-(2R,3S,4S)-2-(4-methoxyphenyl)-4-methyl-5-oxopyrrolidin-3-yl)carbamic acid benzyl ester